methacryloyloxy-propylethoxy-diethyl-silane C(C(=C)C)(=O)OCC[Si](CC)(OCC)CCC